N1=CN=C(C2=C1NC=C2)C=2C(=NC=CC2)NC=2C=CC(=C(C2)NC(C2=CC(=CC=C2)C(F)(F)F)=O)Cl N-(5-(3-(7H-pyrrolo[2,3-d]pyrimidin-4-yl)pyridin-2-ylamino)-2-chlorophenyl)-3-(trifluoromethyl)benzamid